C(C)(C)C=1C=C(OC2CCC3(CN(C3)C(=O)OC(C)(C)C)CC2)C=CC1 tert-butyl 7-(3-isopropylphenoxy)-2-azaspiro[3.5]nonane-2-carboxylate